CC1(NC2=CC=CC=C2C=C1)C1=CSC=C1 2-methyl-2-(3-thienyl)-1,2-dihydroquinoline